germanium nitrate, hydrate O.[N+](=O)([O-])[O-].[Ge+2].[N+](=O)([O-])[O-]